6,7-dimethoxycinnoline-4(1H)-one COC=1C=C2C(C=NNC2=CC1OC)=O